FC(C=1C(=C(C=CC1)[C@@H](C)NC1=C2C(=C(N=N1)C)C=NC(=C2)C=2C=C(CN1CCN(CC1)C=1C=C3CN(C(C3=CC1)=O)C1C(NC(CC1)=O)=O)C=CC2)F)F 3-(5-(4-(3-(1-(((R)-1-(3-(difluoromethyl)-2-fluorophenyl)ethyl)amino)-4-methyl-pyrido[3,4-d]pyridazin-7-yl)benzyl)piperazin-1-yl)-1-oxoisoindolin-2-yl)piperidine-2,6-dione